pentafluoro-lambda6-sulfane FS(F)(F)(F)F